S(C1=C(C=CC=C1CCCCCCCCCCCC)O)C1=C(C=CC=C1CCCCCCCCCCCC)O.[Ca] Calcium thiobis(dodecylphenol) salt